N-((2R,3S)-1-(1-methyl-1H-imidazol-2-yl)-2-((((CIS)-4-phenylcyclohexyl)oxy)methyl)pyrrolidin-3-yl)methanesulfonamide CN1C(=NC=C1)N1[C@H]([C@H](CC1)NS(=O)(=O)C)CO[C@@H]1CC[C@@H](CC1)C1=CC=CC=C1